(S)-4-(3-Aminopiperidin-1-yl)-2-cyclohexylphthalazin-1(2H)-one-hydrochloride Cl.N[C@@H]1CN(CCC1)C1=NN(C(C2=CC=CC=C12)=O)C1CCCCC1